C(C)OC(C(F)(F)F)(C(F)(F)F)[C@]1(CN(CC1)CC=1C=CC(=NC1)C)CCC1=CC=C(C=C1)F |o1:12| (R or S)-5-((3-(2-ethoxy-1,1,1,3,3,3-hexafluoropropan-2-yl)-3-(4-fluorophenethyl)-pyrrolidin-1-yl)methyl)-2-methylpyridine